2-benzyl 1-(tert-butyl) (2S,4R)-4-fluoropyrrolidine-1,2-dicarboxylate F[C@@H]1C[C@H](N(C1)C(=O)OC(C)(C)C)C(=O)OCC1=CC=CC=C1